4,4,5,5-tetramethyl-2-(8-(methylthio)naphthalen-1-yl)-1,3,2-dioxaborolane CC1(OB(OC1(C)C)C1=CC=CC2=CC=CC(=C12)SC)C